(4-phenylthiophenyl)diphenylsulfonium triflate [O-]S(=O)(=O)C(F)(F)F.C1(=CC=CC=C1)SC1=CC=C(C=C1)[S+](C1=CC=CC=C1)C1=CC=CC=C1